tert-butyldimethyl{[(2E)-2-methyl-3-(4,4,5,5-tetramethyl-1,3,2-dioxaborolan-2-yl)prop-2-en-1-yl]oxy}silane C(C)(C)(C)[Si](OC\C(=C\B1OC(C(O1)(C)C)(C)C)\C)(C)C